OC1=C(C=CC=C1)C=1SC=CC1 (2'-hydroxyphenyl)thiophene